dimethyl-1,3-bis(acrylamido)-hexane CC(CC(CCC)NC(C=C)=O)(NC(C=C)=O)C